C(C)N(CC)CCCC N,N-diethyl-butylamine